tert-butyl-3-[7-[8-ethyl-3-(methoxymethoxy)-1-naphthyl]-8-fluoro-2-(2-piperazin-1-ylethoxy)pyrido[4,3-d]pyrimidin-4-yl]-3,8-diazabicyclo[3.2.1]octane-8-carboxylate C(C)(C)(C)OC(=O)N1C2CN(CC1CC2)C=2C1=C(N=C(N2)OCCN2CCNCC2)C(=C(N=C1)C1=CC(=CC2=CC=CC(=C12)CC)OCOC)F